6-chloro-7-(difluoromethylsulfanyl)-1H-indole-3-sulfonyl chloride ClC1=CC=C2C(=CNC2=C1SC(F)F)S(=O)(=O)Cl